N-(4,4-difluorocyclohexyl)-2-(1-methyl-1H-imidazol-5-yl)-6-(tetrahydro-2H-pyran-4-yl)pyrimidine-4-carboxamide FC1(CCC(CC1)NC(=O)C1=NC(=NC(=C1)C1CCOCC1)C1=CN=CN1C)F